C(C)(C)(C)OC(=O)N[C@@H](COC1=C(C(=O)OC)C(=CC=C1)F)CC1=CC=CC=C1 Methyl (R)-2-(2-((tert-butoxycarbonyl)amino)-3-phenylpropoxy)-6-fluorobenzoate